CN1N=CC(=C1)C=1C=CC=2N(C1)N=CC2N2CCC(CC2)C(=O)O 1-(6-(1-methyl-1H-pyrazol-4-yl)pyrazolo[1,5-a]pyridin-3-yl)piperidine-4-carboxylic acid